levulinic acid (levulinate) C(CCC(=O)C)(=O)O.C(CCC(=O)C)(=O)O